C1(CC1)CC=1C2=C(SC1C#CC)C(=CC=C2)NC2CCN(CC2)C 3-(3-(cyclopropylmethyl)-7-((1-methylpiperidin-4-yl)amino)benzo[b]thiophen-2-yl)prop-2-yn